1,1,2-trifluoro-2-trifluoromethyl-cyclobutane FC1(C(CC1)(C(F)(F)F)F)F